8-phenyl-octahydro-4H-pyrido[1,2-a]pyrazine-4-one C1(=CC=CC=C1)C1CC2N(C(CNC2)=O)CC1